N-(1-(cyclohexylmethyl)-6-(N-(1-methylcyclopropyl)sulfamoyl)-2,4-dioxo-1,4-dihydroquinazolin-3(2H)-yl)bicyclo[1.1.0]butane-1-carboxamide C1(CCCCC1)CN1C(N(C(C2=CC(=CC=C12)S(NC1(CC1)C)(=O)=O)=O)NC(=O)C12CC2C1)=O